FC(C1=NC=C(C=N1)NC=1C(=NC=CN1)C=1CC=NCC1)(F)F 4-(3-((2-(trifluoromethyl)pyrimidin-5-yl)amino)pyrazin-2-yl)-3,6-dihydropyridin